FC1=C(C(=O)NC2=CC(=CC(=C2)C(F)(F)F)C2=CC=NC=C2)C=C(C(=C1)C)C#CC1=CN=C2N1C=CC=C2NC=2C=NN(C2)C 2-fluoro-4-methyl-5-((8-((1-methyl-1H-pyrazol-4-yl)amino)imidazo[1,2-a]pyridin-3-yl)ethynyl)-N-(3-(pyridin-4-yl)-5-(trifluoromethyl)phenyl)benzamide